2,2'-methylene-bis[6-tert-butyl-4-ethylphenol] C(C1=C(C(=CC(=C1)CC)C(C)(C)C)O)C1=C(C(=CC(=C1)CC)C(C)(C)C)O